tert-butyl (R)-(((tert-butoxycarbonyl)amino)(3-(3-(6-morpholinopyridin-3-yl)-1,2,4-oxadiazol-5-yl)pyrrolidin-1-yl)methylene)carbamate C(C)(C)(C)OC(=O)NC(N1C[C@@H](CC1)C1=NC(=NO1)C=1C=NC(=CC1)N1CCOCC1)=NC(OC(C)(C)C)=O